CCCCCCCC/C=C\CCCCCCCCCC(=O)OC[C@H](COP(=O)(O)OC[C@H](CO)O)OC(=O)CCCCCCC/C=C\CCCCCCC 1-(11Z-eicosenoyl)-2-(9Z-heptadecenoyl)-glycero-3-phospho-(1'-sn-glycerol)